benzyl 6-(4-methoxybenzyl)-5-oxo-1,5,6,8,9,10-hexahydropyrido[3,4-e]pyrimido[1,2-a]pyrimidine-3(4H)-carboxylate COC1=CC=C(CN2C=3N(C4=C(C2=O)CN(CC4)C(=O)OCC4=CC=CC=C4)CCCN3)C=C1